N-[(1R)-1-(2-oxo-1H-quinolin-8-yl)ethyl]-5-[4-(trifluoromethyl)phenoxy]naphthalene-2-carboxamide O=C1NC2=C(C=CC=C2C=C1)[C@@H](C)NC(=O)C1=CC2=CC=CC(=C2C=C1)OC1=CC=C(C=C1)C(F)(F)F